N-[2-(diethylamino)ethyl]-7-[(5-{4-[(2R)-2-methyl-5-oxopyrrolidin-1-yl]phenyl}pyrimidin-2-yl)amino]-1H,2H,3H-pyrido[2,3-b][1,4]oxazine-1-carboxamide C(C)N(CCNC(=O)N1C2=C(OCC1)N=CC(=C2)NC2=NC=C(C=N2)C2=CC=C(C=C2)N2[C@@H](CCC2=O)C)CC